tert-butyl N-[2-[5-chloro-2-[(4-methoxyphenyl)methyl]-4-nitro-pyrazol-3-yl]-4-morpholino-phenyl]carbamate ClC=1C(=C(N(N1)CC1=CC=C(C=C1)OC)C1=C(C=CC(=C1)N1CCOCC1)NC(OC(C)(C)C)=O)[N+](=O)[O-]